(S)-1-(2-amino-5-ethylphenyl)-3-pentanol NC1=C(C=C(C=C1)CC)CC[C@H](CC)O